ClC1=CC(=C(C=C1)C1OC2=C(OC1)C=CC=C2C2CCN(CC2)CC2=NC=1C(=NC(=CC1)C(=O)OC)N2C[C@H]2OCC2)F methyl 2-((4-(3-(4-chloro-2-fluorophenyl)-2,3-dihydrobenzo[b][1,4]dioxin-5-yl)piperidin-1-yl)methyl)-3-(((S)-oxetan-2-yl)methyl)-3H-imidazo[4,5-b]pyridine-5-carboxylate